(8-benzyl-2,5-dioxa-8-azaspiro[3.5]nonan-6-yl)methanol C(C1=CC=CC=C1)N1CC(OC2(COC2)C1)CO